N-(2-(6-fluoro-5-methoxy-1-((2-(trimethylsilyl)ethoxy)methyl)-1H-indazol-3-yl)ethyl)-N-methylcyclopropanamine FC1=C(C=C2C(=NN(C2=C1)COCC[Si](C)(C)C)CCN(C1CC1)C)OC